5-cyano-N-(1-((2S,3R,4R,5R)-3-fluoro-4-hydroxy-5-(hydroxymethyl)tetrahydrofuran-2-yl)-2-oxo-1,2-dihydropyrimidin-4-yl)pyridinecarboxamide C(#N)C=1C=CC(=NC1)C(=O)NC1=NC(N(C=C1)[C@H]1O[C@@H]([C@H]([C@H]1F)O)CO)=O